FC(C1=NN(C=C1[N+](=O)[O-])C1CCN(CC1)CCCC1CCN(CC1)C1=C2C(N(C(C2=CC=C1)=O)C1C(NC(CC1)=O)=O)=O)F 4-[4-[3-[4-[3-(difluoromethyl)-4-nitro-pyrazol-1-yl]-1-piperidyl]propyl]-1-piperidyl]-2-(2,6-dioxo-3-piperidyl)isoindoline-1,3-dione